ethyl 4-((2-(4-isobutylphenyl) propionyl) hydrazino)-2-(3,4-dichlorophenylamino)-6-methyl-furo[2,3-d]pyrimidine-5-carboxylate C(C(C)C)C1=CC=C(C=C1)C(C(=O)NNC=1C2=C(N=C(N1)NC1=CC(=C(C=C1)Cl)Cl)OC(=C2C(=O)OCC)C)C